C(=O)C1=C(C(=C(N1)C)C(=O)OCC)C ethyl 5-formyl-2,4-dimethyl-1H-pyrrole-3-carboxylate